Racemic-3-cyclopropyl-6-methyl-1-(1-(6-(trifluoromethyl)pyridin-3-yl)ethyl)-1H-pyrazolo[3,4-d]pyrimidin-4(5H)-one C1(CC1)C1=NN(C=2N=C(NC(C21)=O)C)[C@H](C)C=2C=NC(=CC2)C(F)(F)F |r|